Cl.CN(C=1SC=2C(=NC=C(C2)C=2C=C3C=C(NC3=CC2)C)N1)C1CCNCC1 N-methyl-6-(2-methylindol-5-yl)-N-(4-piperidinyl)thiazolo[4,5-b]pyridin-2-amine hydrochloride